C(C)(C)(C)OC(=O)N([C@H](C(=O)O)CC1=C(C=CC(=C1)Cl)C=1OC(=NN1)C)C (S)-2-((tert-butoxycarbonyl)(methyl)amino)-3-(5-chloro-2-(5-methyl-1,3,4-oxadiazol-2-yl)phenyl)propanoic acid